dihydroanthracene diboronate B(O)OBO.C1CC=CC2=CC3=CC=CC=C3C=C12